N1CCNCC1.NCC(=O)O glycine-piperazine salt